(2S,3R)-3-((2-aminopyridin-4-yl)methyl)-N2-(1-methyl-1H-imidazol-2-yl)-N1-((S)-1-(2,6-dimethylpyridin-3-yl)propyl)-N2-methyl-4-oxoazetidine-1,2-dicarboxamide NC1=NC=CC(=C1)C[C@@H]1[C@H](N(C1=O)C(=O)N[C@@H](CC)C=1C(=NC(=CC1)C)C)C(=O)N(C)C=1N(C=CN1)C